methyl 4-(2,2-difluoro-7-azaspiro[3.5]nonan-6-yl)benzoate FC1(CC2(C1)CC(NCC2)C2=CC=C(C(=O)OC)C=C2)F